FC1=CC=C(C=C1)C1=NNC(=C1)C(=O)NC 3-(4-fluorophenyl)-N-methyl-1H-pyrazole-5-carboxamide